N1(CCCCC1)CCOC1=CC=C(C=C1)C1CC2(OOC3(C4CC5CC(CC3C5)C4)O2)CCC1 3-[p-(2-Piperidinoethoxy)phenyl]dispiro[cyclohexane-1,3'-[1,2,4]trioxolane-5',2''-tricyclo[3.3.1.13,7]decane]